C(C(C)C)N1N=CC=2C=NC(=CC21)C2=NNC=C2NC(=O)N2C1(CC1)CN(CC2)CC(F)(F)F N-(3-(1-Isobutyl-1H-pyrazolo[4,3-c]pyridin-6-yl)-1H-pyrazol-4-yl)-7-(2,2,2-trifluoroethyl)-4,7-diazaspiro[2.5]octane-4-carboxamide